N-(1-((1r,2r)-2-methylcyclopropyl)-2-oxo-1,2-dihydropyridin-3-yl)imidazo[1,2-a]Pyridine-6-carboxamide C[C@H]1[C@@H](C1)N1C(C(=CC=C1)NC(=O)C=1C=CC=2N(C1)C=CN2)=O